CSC1=NC(C2=NCN([C@H]3[C@H](O)[C@H](O)[C@@H](CO)O3)C2=N1)(N)C(CC(=C)C)O 2-methylthio-6-(cis-hydroxyisopentenyl)adenosine